CCCCCCCCCCCCCCCC(=O)N(C)C N,N-dimethylhexadecanamide